B(O)(O)OC1=CC=CC=2C3=CC=CC=C3C(C12)C1=CC=CC=C1 9-phenylfluorenol borate